4-(difluoromethyl)-N-[4-fluoro-5-(2-morpholin-4-ylpyrimidin-4-yl)-2-[(3R)-3,4-dimethylpiperazin-1-yl]phenyl]-1-methyl-6-oxopyridine-3-carboxamide FC(C=1C(=CN(C(C1)=O)C)C(=O)NC1=C(C=C(C(=C1)C1=NC(=NC=C1)N1CCOCC1)F)N1C[C@H](N(CC1)C)C)F